CC=1C(=NOC1C)C(=O)N 4,5-dimethylisoxazolamide